C(C)C1(C=C(C=C(C1)C)C)C 5-ethyl-1,3,5-trimethyl-1,3-cyclohexadiene